C1(CC1)C=1N=CN(C1)C=1C(=CC(=C(C(=O)NC2=NC(=CC=C2)C=2N3C(=NN2)CC(C3)C3CC3)C1)F)C 5-(4-cyclopropyl-1H-imidazol-1-yl)-N-(6-(6-cyclopropyl-6,7-dihydro-5H-pyrrolo[2,1-c][1,2,4]triazol-3-yl)pyridin-2-yl)-2-fluoro-4-methylbenzamide